(15z,18z)-N,N-dimethyl-6-((9z,12z)-octadeca-9,12-dien-1-yl)tetracos-4,15,18-trien-amine CN(CCCC=CC(CCCCCCCC\C=C/C\C=C/CCCCC)CCCCCCCC\C=C/C\C=C/CCCCC)C